CC=1N=C2N(N=C(C(=C2C)C)N2CC=3C=C(C=NC3CC2)NCC=2N=C(SC2)C)C(C1)=O 2,8,9-trimethyl-7-(3-(((2-methylthiazol-4-yl)methyl)amino)-7,8-dihydro-1,6-naphthyridin-6(5H)-yl)-4H-pyrimido[1,2-b]pyridazin-4-one